COCCN(C=1N=C(C=2N=C(N=C(C2N1)N1CCC(CC1)OC)N1CCN(CC1)C(=O)OC)N1CC(N(CC1)C)=O)CCOC methyl 4-(6-(bis(2-methoxyethyl)amino)-4-(4-methoxypiperidin-1-yl)-8-(4-methyl-3-oxopiperazin-1-yl)pyrimido[5,4-d]pyrimidin-2-yl)piperazine-1-carboxylate